tert-butyl (2S)-2-(cyanomethyl)-4-[8-fluoro-2-[[(2S,4R)-4-fluoro-1-methyl-pyrrolidin-2-yl]methoxy]-7-(5-methyl-4-isoquinolyl)pyrido[4,3-d]pyrimidin-4-yl]piperazine-1-carboxylate C(#N)C[C@@H]1N(CCN(C1)C=1C2=C(N=C(N1)OC[C@H]1N(C[C@@H](C1)F)C)C(=C(N=C2)C2=CN=CC1=CC=CC(=C21)C)F)C(=O)OC(C)(C)C